ClC1=CC=C2C(=CC(=NC2=C1Cl)NCCOC=1C=C(C(=O)O)C=CC1)N1C=NC=C1 3-(2-((7,8-Dichloro-4-(1H-Imidazol-1-Yl)Quinolin-2-Yl)Amino)Ethoxy)Benzoic Acid